(1S)-1-(tetrahydro-2H-pyran-4-yl)ethanamine hydrochloride Cl.O1CCC(CC1)[C@H](C)N